ClC=1C(=CC2=C(C[C@](O2)(C2=CC=CC=C2)CNC(OC(C)(C)C)=O)C1C1=C(C(=CC=C1C#N)OC)F)F tert-butyl (((2S,4S)-5-chloro-4-(6-cyano-2-fluoro-3-methoxyphenyl)-6-fluoro-2-phenyl-2,3-dihydrobenzofuran-2-yl)methyl)carbamate